4-[[4-[3-(2,4-dioxohexahydropyrimidin-1-yl)-7-fluoro-1-methyl-indazol-6-yl]piperazin-1-yl]methyl]piperidine-1-carboxylate O=C1N(CCC(N1)=O)C1=NN(C2=C(C(=CC=C12)N1CCN(CC1)CC1CCN(CC1)C(=O)[O-])F)C